NC1=C(C=C(C=N1)C=1N=CN2C1N(C(C1=CC(=CC(=C21)C(C)NC=2C(=NC(=CC2)Cl)C=2N=NN(N2)C([2H])([2H])[2H])C)=O)C)C 3-(6-amino-5-methylpyridin-3-yl)-9-(1-((6-chloro-2-(2-(methyl-d3)-2H-tetrazol-5-yl)pyridin-3-yl)amino)ethyl)-4,7-dimethylimidazo[1,5-a]quinazolin-5(4H)-one